4-bromopicolinamide BrC1=CC(=NC=C1)C(=O)N